CNCCN1C[C@@H]2CNC3=NN=C(C=C3N2CC1)C1=C(C=CC=C1)O 2-[(10S)-12-[2-(methylamino)ethyl]-1,5,6,8,12-pentazatricyclo[8.4.0.02,7]tetradeca-2,4,6-trien-4-yl]phenol